FC(C=1C=CC(=NC1)C=CC1CN(C1)C(=O)OC(C)(C)C)(F)F tert-butyl 3-(2-(5-(trifluoromethyl)pyridin-2-yl)vinyl)azetidine-1-carboxylate